2-bromo-N,N-bis(thiophen-2-ylmethyl)acetamide tert-butyl-4-(4-(5-chloro-6-cyano-4-methylpyridin-3-yl)-1H-pyrazol-1-yl)piperidine-1-carboxylate C(C)(C)(C)OC(=O)N1CCC(CC1)N1N=CC(=C1)C=1C=NC(=C(C1C)Cl)C#N.BrCC(=O)N(CC=1SC=CC1)CC=1SC=CC1